3-((3-methyl-4-(1,4-dioxa-8-azaspiro[4.5]decan-8-yl)phenyl)amino)piperidine-2,6-dione CC=1C=C(C=CC1N1CCC2(OCCO2)CC1)NC1C(NC(CC1)=O)=O